C(\C=C\C(=O)O)(=O)O.C(C)N(C(C1=C(C=CC(=C1)F)OC1=C(N=CN=N1)N1CC2(CN(C2)C(CCNC(C)C)C(C)C)CC1)=O)C(C)C N-ethyl-5-fluoro-N-isopropyl-2-((5-(2-(1-(isopropylamino)-4-methylpent-3-yl)-2,6-diazaspiro[3.4]oct-6-yl)-1,2,4-triazin-6-yl)oxy)benzamide fumarate